(3,7-dimethyl-6-octenyl)oxyacetaldehyde CC(CCOCC=O)CCC=C(C)C